FC(C=1C=C(C=CC1)C1=CN=C2N1N=C(C=C2)NC2CC1(C2)CN(CC1)C(=O)OC(C)(C)C)(F)F tert-butyl 2-[[3-[3-(trifluoromethyl)phenyl]imidazo[1,2-b]pyridazin-6-yl] amino]-6-azaspiro[3.4]octane-6-carboxylate